N-(4-((4-(3-aminoprop-1-yn-1-yl)-3-(hydroxymethyl)phenyl)amino)-4-oxobutyl)-4-((9-chloro-7-(2-fluoro-6-methoxyphenyl)-5H-benzo[c]pyrimido[4,5-e]azepin-2-yl)amino)-2-methoxybenzamide NCC#CC1=C(C=C(C=C1)NC(CCCNC(C1=C(C=C(C=C1)NC=1N=CC2=C(C3=C(C(=NC2)C2=C(C=CC=C2OC)F)C=C(C=C3)Cl)N1)OC)=O)=O)CO